N,N-Di-ethylhydroxylamin C(C)N(O)CC